COC=1C=C(C=NC1C1=NC=CC=N1)N 5-methoxy-6-(pyrimidin-2-yl)pyridin-3-amine